{4-[6-amino-5-(2,6-difluoro-benzyloxy)-pyridin-3-yl]-phenyl}-(3,5-dimethyl-piperazin-1-yl)-methanone NC1=C(C=C(C=N1)C1=CC=C(C=C1)C(=O)N1CC(NC(C1)C)C)OCC1=C(C=CC=C1F)F